Cl.Cl.C(CCC)N1C(=NC2=C1C=CC(=C2)C2=CC=CC=C2)CCN 2-(1-butyl-5-phenyl-1H-benzo[d]imidazol-2-yl)ethan-1-amine dihydrochloride